2-((1r,5s,6s)-3-(8,8-difluoro-2-(pyrrolidin-1-yl)-5,6,7,8-tetrahydroquinazolin-4-yl)-3-azabicyclo[3.1.0]hex-6-yl)acetic acid FC1(CCCC=2C(=NC(=NC12)N1CCCC1)N1C[C@@H]2C([C@@H]2C1)CC(=O)O)F